NC1=CC(=C(C(=C1)F)N1CCN(CC1)C(=O)OC(C)(C)C)F tert-butyl 4-(4-amino-2,6-difluoro-phenyl)piperazine-1-carboxylate